(R)-N-((S)-(3-chloro-2,4-difluorophenyl)(trans-3-(trifluoromethyl)-cyclobutyl)-methyl)-2-methyl-propane-2-sulfinamide ClC=1C(=C(C=CC1F)[C@@H](N[S@](=O)C(C)(C)C)[C@@H]1C[C@H](C1)C(F)(F)F)F